(S)-N-(1-(4-chlorophenyl)ethyl)morpholine-4-sulfonamide ClC1=CC=C(C=C1)[C@H](C)NS(=O)(=O)N1CCOCC1